C[C@@](C(=O)OC(C)C1=C(C=CC(=C1)B1OC(C(O1)(C)C)(C)C)OC)(CC1CCCCC1)NC(=O)OC1CCNCC1 1-[2-methoxy-5-(4,4,5,5-tetramethyl-1,3,2-dioxaborolan-2-yl)phenyl]ethan-1-ol methyl-(S)-3-cyclohexyl-2-(((piperidin-4-yloxy)carbonyl)amino)propanoate